N1CCC(CC1)CN1CCC(CC1)C=1C=C(C=CC1)N[C@H]1C(NC(CC1)=O)=O (R)-3-((3-(1-(Piperidin-4-ylmethyl)piperidin-4-yl)phenyl)amino)piperidine-2,6-dione